(Z)-methyl 3-(((4-(2-(dimethylamino)-N-methylacetamido)phenyl)amino)(phenyl)methylene)-2-oxo-2,3-dihydro-1H-pyrrolo[2,3-b]pyridine-6-carboxylate CN(CC(=O)N(C)C1=CC=C(C=C1)N\C(=C\1/C(NC2=NC(=CC=C21)C(=O)OC)=O)\C2=CC=CC=C2)C